2-(5-fluoro-2-methoxypyridin-4-yl)-5-methylbenzaldehyde FC=1C(=CC(=NC1)OC)C1=C(C=O)C=C(C=C1)C